(S*)-4-((cyclopropyl(pyrimidin-2-yl)methyl)amino)-3-(6-morpholino-1H-benzo[d]imidazol-2-yl)quinolin-2(1H)-one C1(CC1)[C@@H](C1=NC=CC=N1)NC1=C(C(NC2=CC=CC=C12)=O)C1=NC2=C(N1)C=C(C=C2)N2CCOCC2 |o1:3|